N1CCCCC12CCN(CC2)C(=O)C2=CC=C(C=C2)C=2C=CC=1N(C2)C(=CN1)C1=CC=C(C#N)C=C1 4-(6-(4-(1,9-diazaspiro[5.5]undecane-9-carbonyl)phenyl)imidazo[1,2-a]pyridin-3-yl)benzonitrile